ClC=1C(=CC(=C(C1)NC(=O)NCC=1C=C2CN(C(C2=CC1)=O)C1C(NC(CC1)=O)=O)OC)C(F)(F)F 1-[5-chloro-2-methoxy-4-(trifluoromethyl)phenyl]-3-[[2-(2,6-dioxo-3-piperidyl)-1-oxo-isoindolin-5-yl]methyl]urea